5-fluoro-2'-deoxyuridine-5'-triphosphate P(O)(=O)(OP(=O)(O)OP(=O)(O)O)OC[C@@H]1[C@H](C[C@@H](O1)N1C(=O)NC(=O)C(=C1)F)O